1-((2-((8-(tert-butyloxycarbonyl)-1,8-diazaspiro[4.5]decan-1-yl)methyl)-5-chlorophenoxy)methyl)cyclopropane-1-carboxylic acid C(C)(C)(C)OC(=O)N1CCC2(CCCN2CC2=C(OCC3(CC3)C(=O)O)C=C(C=C2)Cl)CC1